N-Boc-(2-aminoethyl)-N-methylamine C(=O)(OC(C)(C)C)N(C)CCN